2-(4-ethoxyphenyl)-1H-pyrrolo[2,3-c]Pyridine-1-ol C(C)OC1=CC=C(C=C1)C1=CC=2C(=CN=CC2)N1O